COC1=NC(=NN2C1=C(C=C2)C2=CC=1N(C=C2)N=CC1)NC1CC2(COC2)C1 4-methoxy-5-(pyrazolo[1,5-a]pyridin-5-yl)-N-(2-oxaspiro[3.3]heptane-6-yl)pyrrolo[2,1-f][1,2,4]triazin-2-amine